ClC=1C=C(C(=NC1)N)N 5-chloro-2,3-diaminopyridine